BrC=1C(=CC(=NC1)NC(C)(CC(F)(F)F)C)C(F)F 5-bromo-4-(difluoromethyl)-N-(4,4,4-trifluoro-2-methylbut-2-yl)pyridin-2-amine